FC1=C2C(=CN=C1N1[C@@H](CNCC1)C)NC(=C2C(C)C)C=2C=C(C=1N(C2)N=CN1)OC (R)-6-(4-fluoro-3-isopropyl-5-(2-methylpiperazin-1-yl)-1H-pyrrolo[2,3-c]pyridin-2-yl)-8-methoxy-[1,2,4]triazolo[1,5-a]pyridine